N-(5-bromo-2-fluoro-4-methylphenyl)-3-(trifluoromethyl)benzamide BrC=1C(=CC(=C(C1)NC(C1=CC(=CC=C1)C(F)(F)F)=O)F)C